3-((-)-menthoxy)propane C1(CC(C(CC1)C(C)C)OCCC)C